(S)-3-(1-acryloylpiperidin-3-yl)-7-amino-1-(4-(2-fluorophenoxy)phenyl)-1,5-dihydro-4H-pyrazolo[3,4-d]pyridazin-4-one C(C=C)(=O)N1C[C@H](CCC1)C1=NN(C=2C(=NNC(C21)=O)N)C2=CC=C(C=C2)OC2=C(C=CC=C2)F